(3-fluoro-5-(methoxycarbonyl)phenyl)boronic acid FC=1C=C(C=C(C1)C(=O)OC)B(O)O